3-chloro-N-(2,4-difluoro-6-(2-(2-methylbenzylidene)hydrazinecarbonyl)phenyl)-5-(trifluoromethyl)picolinamide ClC=1C(=NC=C(C1)C(F)(F)F)C(=O)NC1=C(C=C(C=C1C(=O)NN=CC1=C(C=CC=C1)C)F)F